C(=CC1=CC=CC=C1)C1=NC2=CC=CC=C2C1(C)C 2-styryl-3,3-dimethylindole